C(#CC)C1=C(C(=C(C(=C1C#CC)C#CC)C#CC)C#CC)C#CC 1,2,3,4,5,6-Hexapropynylbenzene